(4-chlorophenyl)-2-(phenylsulfonyl)ethan-1-amine ClC1=CC=C(C=C1)C(CS(=O)(=O)C1=CC=CC=C1)N